(1S,2S)-N-(5-(1-(6-cyclopropyl-8-(3-methyl-2,4-dioxoimidazolidine-1-yl)imidazo[1,2-a]pyridin-2-yl)ethoxy)-6-methyl-pyridazin-3-yl)-2-(4-methyl-pyrimidin-2-yl)cyclopropane-1-carboxamide C1(CC1)C=1C=C(C=2N(C1)C=C(N2)C(C)OC=2C=C(N=NC2C)NC(=O)[C@@H]2[C@H](C2)C2=NC=CC(=N2)C)N2C(N(C(C2)=O)C)=O